ClC=1C(=C(C=NC1)N1CC(C2(C=3C=CC(=NC3C(NC2)=O)C=2C(=NC=CC2)OCC)CC1)CC)C(F)(F)F 1-(5-chloro-4-(trifluoromethyl)pyridin-3-yl)-2'-(2-ethoxypyridin-3-yl)-3-ethyl-6',7'-dihydro-8'H-spiro[piperidine-4,5'-[1,7]naphthyridin]-8'-one